Dipentaerythritol hexa(3-mercapto-3-methylbutanoate) SC(CC(=O)OCC(COC(CC(C)(C)S)=O)(COCC(COC(CC(C)(C)S)=O)(COC(CC(C)(C)S)=O)COC(CC(C)(C)S)=O)COC(CC(C)(C)S)=O)(C)C